N-(4-tert-butylphenyl)-[1,1'-biphenyl]-2-amine C(C)(C)(C)C1=CC=C(C=C1)NC=1C(=CC=CC1)C1=CC=CC=C1